2-(3-((1,3,7-trimethyl-2,6-dioxo-2,3,6,7-tetrahydro-1H-purin-8-yl)oxy)propoxy)nicotinonitrile CN1C(N(C=2N=C(N(C2C1=O)C)OCCCOC1=C(C#N)C=CC=N1)C)=O